COC1=CC(CC(C12OC1=C(C2=O)C(=CC=C1)OC)C)=O 3',4-dimethoxy-5'-methyl-spiro[benzofuran-2,4'-cyclohex-2-ene]-1',3-dione